N-(2,2-dimethyl-3-phenylpropyl)-1-methyl-5-oxo-4,5-dihydro-1H-1,2,4-triazole-3-carboxamide CC(CNC(=O)C1=NN(C(N1)=O)C)(CC1=CC=CC=C1)C